2-(4-pentylphenyl)acetonitrile C(CCCC)C1=CC=C(C=C1)CC#N